DimethylolEthyleneThiourea C1CN(C(=S)N1CO)CO